6-[5-carboxypentyl(3-sulfonatopropyl)amino]-1,1-dimethyl-3-oxo-2H-xanthene-4-sulfonate di-sodium SALT [Na+].[Na+].C(=O)(O)CCCCCN(C=1C=C2OC3=C(C(CC(C3=CC2=CC1)(C)C)=O)S(=O)(=O)[O-])CCCS(=O)(=O)[O-]